C(CCC)OC(C)(C)OCCCC 2,2-dibutoxypropane